ClC=1C=C2C(=NC(=NC2=C(C1C1=C2C=NNC2=CC=C1C)OC1CC1)O[C@H]1CN(CC1)C)N1CCNCC1 (R)-6-chloro-8-cyclopropoxy-7-(5-methyl-1H-indazole-4-yl)-2-((1-methylpyrrolidin-3-yl)oxy)-4-(piperazin-1-yl)quinazoline